2-ethyl-4-((6-nitro-1H-indol-3-yl)methyl)phenol C(C)C1=C(C=CC(=C1)CC1=CNC2=CC(=CC=C12)[N+](=O)[O-])O